O[C@H]1[C@@H](CCCC1)N1CCNCC1 trans-4-(2-hydroxycyclohexyl)piperazine